4-({2-[(aminosulfonyl)amino]ethyl}amino)-N-[4-fluoro-3-(trifluoromethyl)phenyl]-N'-hydroxy-1,2,5-oxadiazole-3-carboximidamide NS(=O)(=O)NCCNC=1C(=NON1)C(NC1=CC(=C(C=C1)F)C(F)(F)F)=NO